FC[C@H]1C2(CN(C2)C(C=C)=O)CCN1C1=NC=2CC(CCC2C(=C1C#N)C1=C2C=NNC2=CC=C1C)(C)C (P)-2-((5R)-5-(fluoromethyl)-2-(2-propenoyl)-2,6-diazaspiro[3.4]octan-6-yl)-7,7-dimethyl-4-(5-methyl-1H-indazol-4-yl)-5,6,7,8-tetrahydro-3-quinolinecarbonitrile